1-[1-(3-bromophenyl)-3-(trifluoromethyl)-4,5,6,7-tetrahydroindazole-7-carbonyl]piperidine-4-carboxylate BrC=1C=C(C=CC1)N1N=C(C=2CCCC(C12)C(=O)N1CCC(CC1)C(=O)[O-])C(F)(F)F